COC(=O)C1N(CCN(C1)CC1=CC=CC=C1)CC1=CC=CC=C1.N[C@H]1CN(CCC1)C(=O)C=1C=C2C=3N(CCNC3C1)C(=N2)C=2N(C1=CC=C(C=C1C2)Br)CC2CC2 (R)-(3-aminopiperidin-1-yl)(2-(5-bromo-1-(cyclopropylmethyl)-1H-indol-2-yl)-5,6-dihydro-4H-imidazo[1,5,4-de]quinoxalin-8-yl)methanone methyl-1,4-dibenzylpiperazine-2-carboxylate